O1CCN(CC1)C(C[C@H](C(N[C@@H](CCCC1=CC=CC=C1)B1OC(C(O1)(C)C)(C)C)=O)NC(=O)N1CCCC1)=O N-((R)-4-morpholino-1,4-dioxo-1-(((R)-4-phenyl-1-(4,4,5,5-tetramethyl-1,3,2-dioxaborolan-2-yl)butyl)amino)butan-2-yl)pyrrolidine-1-carboxamide